(S,E)-6-ethyl-5-(isopropyl(methyl)amino)-3-((3-(2-(2-(N-methyl-4-(methylamino)but-2-enamido)propanamido)ethyl)phenyl)amino)pyrazine-2-carboxamide C(C)C1=C(N=C(C(=N1)C(=O)N)NC1=CC(=CC=C1)CCNC([C@H](C)N(C(\C=C\CNC)=O)C)=O)N(C)C(C)C